FC(C1=NC(=NO1)C=1C=CC=2N(C1)C=C(N2)C(=O)O)(F)F 6-(5-(trifluoromethyl)-1,2,4-oxadiazol-3-yl)imidazo[1,2-a]pyridine-2-carboxylic acid